(9H-carbazole-1,8-diyl)diboronic acid C1(=CC=CC=2C3=CC=CC(=C3NC12)B(O)O)B(O)O